CNC1=CC=C(C=C1[N+](=O)[O-])N N4-methyl-5-nitrobenzene-1,4-diamine